CC(C#N)(C(C)C)C(C)C 2,3-dimethyl-2-propan-2-ylbutanenitrile